N1C=NC2=C1C=CC(=C2)N2C(C(=C(C2C2=CC=1C(=NSN1)C=C2)C(=O)C2CC2)O)=O 1-(1H-Benzoimidazol-5-yl)-5-benzo[c][1,2,5]thiadiazol-5-yl-4-cyclopropancarbonyl-3-hydroxy-1,5-dihydro-pyrrol-2-on